4-tosyl-5-(6-(trifluoromethyl)pyridin-3-yl)-4,5-dihydrooxazole S(=O)(=O)(C1=CC=C(C)C=C1)C1N=COC1C=1C=NC(=CC1)C(F)(F)F